BrC=1C=C2C(=NC1)N(C(N2C2CCN(CC2)C(C2=CC=C(C=C2)OC(F)(F)F)=O)=O)COCC[Si](C)(C)C 6-bromo-1-[1-[4-(trifluoromethoxy)benzoyl]-4-piperidyl]-3-(2-trimethylsilylethoxymethyl)imidazo[4,5-b]pyridin-2-one